4-((2S,4R)-1-((5-methoxy-7-methyl-1H-indol-4-yl)methyl)-4-(3-(methylsulfonyl)azetidin-1-yl)piperidin-2-yl)benzoic acid COC=1C(=C2C=CNC2=C(C1)C)CN1[C@@H](C[C@@H](CC1)N1CC(C1)S(=O)(=O)C)C1=CC=C(C(=O)O)C=C1